ClC=1C=C(NC2(CCC3(C(CC4=CC=C(C=C34)OC)C3=CC(=CC=C3)OC3=CC=CC=C3)CC2)C(=O)O)C=CC1 (1r,4r)-4-(3-Chloroanilino)-6'-methoxy-2'-(3-phenoxyphenyl)-2',3'-dihydrospiro[cyclohexane-1,1'-indene]-4-carboxylic acid